C(CCCCCCCCCCC)=NC1=NNC(C1)=O 3-dodecylideneamino-5-pyrazolone